4-((5-Chloro-2-(N-methylmethylsulfonamido)phenyl)amino)-6-((2,6-dimethylpyrimidin-4-yl)amino)-N-ethyl-oxynicotinamide ClC=1C=CC(=C(C1)NC1=CC(=NC=C1C(=O)NOCC)NC1=NC(=NC(=C1)C)C)N(S(=O)(=O)C)C